(1R)-1-{5-[2-(pyrimidin-2-yl)phenyl]-1,2,4-oxadiazol-3-yl}-6-azaspiro[2.5]octane-6-sulfonamide N1=C(N=CC=C1)C1=C(C=CC=C1)C1=NC(=NO1)[C@@H]1CC12CCN(CC2)S(=O)(=O)N